COC1=C(C=CC(=C1)OC)CN1C(C2C(C1=O)CC(C2)=C)=O 2-[(2,4-dimethoxyphenyl)methyl]-5-methylene-3a,4,6,6a-tetrahydrocyclopenta[c]pyrrole-1,3-dione